C1(=CC=CC=C1)N1N=C(C2=CC=CC=C12)C(=O)N 1-phenyl-1H-indazole-3-carboxamide